C(C(=C)C)(=O)OC1=CC=CC=C1 Phenyl Methacrylat